C(C)(C)(C)OC(=O)N1C(CC1)N1N=CC(=C1)C#C (4-ethynyl-1H-pyrazol-1-yl)azetidine-1-carboxylic acid tert-butyl ester